(1s,5r)-6-(2-bromoacetyl)-3-azabicyclo[3.1.0]hexane-3-carboxylic acid tert-butyl ester C(C)(C)(C)OC(=O)N1C[C@@H]2C([C@@H]2C1)C(CBr)=O